2-methyl-6-fluoro-1,2,3,4-tetrahydroquinoline CC1NC2=CC=C(C=C2CC1)F